C(=C)P(OCCCCCCCC(CC)OP(OCCCCC)(=O)C=C)(OCCCCC)=O Decane-1,8-diyl dipentyl bis(vinylphosphonate)